1-iodo-3-methyl-2-((1r,4r)-4-(2,2,2-trifluoroethoxy)cyclohexyl)benzene IC1=C(C(=CC=C1)C)C1CCC(CC1)OCC(F)(F)F